N-(2-(1-(oxetan-3-ylmethyl)-1H-pyrazol-3-yl)phenyl)-4-(2-(piperidin-1-yl)ethoxy)benzamide O1CC(C1)CN1N=C(C=C1)C1=C(C=CC=C1)NC(C1=CC=C(C=C1)OCCN1CCCCC1)=O